FC(C1=NN(C=C1C(=O)NC1=C2C(CC(C2=C(C=C1)Cl)(C)C)C)C)F 3-difluoromethyl-N-(7-chloro-1,1,3-trimethyl-4-indanyl)-1-methyl-4-pyrazolecarboxamide